(2S,5R)-2-(N-(Cyclopentylmethyl) carbamimidoyl)-7-oxo-1,6-diazabicyclo[3.2.1]octan-6-yl hydrogen sulfate S(=O)(=O)(ON1[C@@H]2CC[C@H](N(C1=O)C2)C(NCC2CCCC2)=N)O